Ethyl 4-((1-methylcyclopropyl)amino)-2-((4-(4-methylpiperazin-1-yl)phenyl)amino)thieno[2,3-d]pyrimidine-5-carboxylate CC1(CC1)NC=1C2=C(N=C(N1)NC1=CC=C(C=C1)N1CCN(CC1)C)SC=C2C(=O)OCC